NC=1C=C(C=C(C1)C(F)(F)F)[C@@H](C)NC=1C2=C(N=C(N1)N(C)C)C=NC(=C2)N2CCCC2 (R)-N4-(1-(3-amino-5-(trifluoromethyl)phenyl)ethyl)-N2,N2-dimethyl-6-(pyrrolidin-1-yl)pyrido[3,4-d]pyrimidine-2,4-diamine